(10aR,11S)-11-((R)-(2,3-difluorophenyl)(phenyl)methyl)-4-hydroxy-7,8,10a,11-tetrahydro-10H-pyridazino[1',6':4,5]pyrazino[2,1-c][1,4]oxazine-3,5-dione FC1=C(C=CC=C1F)[C@H]([C@@H]1N2C(C(N3[C@H]1COCC3)=O)=C(C(C=N2)=O)O)C2=CC=CC=C2